1-(4-chloro-5-cyano-2-fluoro-phenyl)-3-[(1S)-1-(2-pyrimidin-2-yl-1,2,4-triazol-3-yl)ethyl]urea ClC1=CC(=C(C=C1C#N)NC(=O)N[C@@H](C)C=1N(N=CN1)C1=NC=CC=N1)F